N1C=CC=2C1=NC=CC2C(C)OC=2C=C1C(=NNC1=CC2)C=2C=NC(=CC2)N2C1CN(CC2CC1)S(=O)(=O)C 5-(1-(1H-pyrrolo[2,3-b]pyridin-4-yl)ethoxy)-3-(6-(3-(methylsulfonyl)-3,8-diazabicyclo[3.2.1]octan-8-yl)pyridin-3-yl)-1H-indazole